ethyl (2E)-3-[1-(but-2-en-1-yl)-4-methyl-1H-benzotriazol-5-yl]prop-2-enoate C(C=CC)N1N=NC2=C1C=CC(=C2C)/C=C/C(=O)OCC